CC1=C(C(=CC(=C1)C)C)S(=O)(=O)[O-].N[N+]1=CN=C(C=C1N)C(F)(F)F 1,6-diamino-4-(trifluoromethyl)pyrimidin-1-ium 2,4,6-trimethylbenzenesulfonate